N1N=CC2=CC=C(C=C12)CN1CCCCC1 1-((1H-indazol-6-yl)methyl)piperidin